C(C1=CC=CC=C1)OC=1C2=C(C=3N(C1C(=O)NCC(=O)OC)N=CN3)N(N=C2)C2=CC=C(C=C2)Cl methyl (4-(benzyloxy)-1-(4-chlorophenyl)-1H-pyrazolo[3,4-c][1,2,4]triazolo[1,5-a]pyridine-5-carbonyl)glycinate